C(C)S(=O)(=O)NC1=C(C=C(C=C1)C1=NNC(=C1C(=O)N)NC1=NC=CN=C1)OCCC1=CC=CC=C1 3-(4-(ethylsulfonamido)-3-phenethoxyphenyl)-5-(pyrazin-2-ylamino)-1H-pyrazole-4-carboxamide